N,N-dibenzyl-3-fluorobicyclo[1.1.1]pentane-1-carboxamide C(C1=CC=CC=C1)N(C(=O)C12CC(C1)(C2)F)CC2=CC=CC=C2